CN1CC[C@@H](C1)C (2R,4S)-1,4-dimethylpyrrolidin